4-FLUORO-3-FORMYL-BENZOIC ACID FC1=C(C=C(C(=O)O)C=C1)C=O